C(C1=CC=CC=C1)OC1=C(C(=O)OC)C=C(C=N1)Br Methyl 2-(benzyloxy)-5-bromonicotinate